NC=1C=C(OC1)C(=O)OC methyl 4-amino-furan-2-carboxylate